4-Nonylphenylglycidylether C(CCCCCCCC)C1=CC=C(C=C1)C(C1CO1)OC(C1CO1)C1=CC=C(C=C1)CCCCCCCCC